N-(3,3-Difluoro-1-methyl-cyclobutyl)-2-[3-methyl-2-oxo-6-[3-(trifluoromethyl)phenyl]imidazo[4,5-b]pyridin-1-yl]acetamide FC1(CC(C1)(C)NC(CN1C(N(C2=NC=C(C=C21)C2=CC(=CC=C2)C(F)(F)F)C)=O)=O)F